3-(5-(difluoromethyl)-1,3,4-thiadiazol-2-yl)-8-(4-isobutyrylpiperazin-1-yl)-N-(1-methylcyclobutyl)imidazo[1,5-a]pyridine-6-sulfonamide FC(C1=NN=C(S1)C1=NC=C2N1C=C(C=C2N2CCN(CC2)C(C(C)C)=O)S(=O)(=O)NC2(CCC2)C)F